CN1CCN(CC1)CCCNC(N)=O 3-(3-(4-methylpiperazin-1-yl)propyl)urea